n-dodecyl-trimethyloxysilane C(CCCCCCCCCCC)[Si](OC)(OC)OC